naphtho[1',2':4,5]imidazo[1,2-a]pyridine C1=CC=CC=2C=CC3=C(N=C4N3C=CC=C4)C12